O1[C@H](CCC1)C=O [(2R)-tetrahydrofuran-2-yl]methanone